C1(CCC1)NCC1=C(CNC2=CC(=C(C(=C2)F)S(=O)(=O)NC=2N=CSC2)F)C(=CC=C1)F 4-((2-((cyclobutylamino)methyl)-6-fluorobenzyl)amino)-2,6-difluoro-N-(thiazol-4-yl)benzenesulfonamide